1-(2-chloroethyl)-4-methyl-piperazine ClCCN1CCN(CC1)C